6-chloro-1-(4-(1-isopropyl-4-(trifluoromethyl)-1H-imidazol-2-yl)-2-nitrobenzyl)-1H-pyrazolo[3,4-d]pyrimidine ClC1=NC=C2C(=N1)N(N=C2)CC2=C(C=C(C=C2)C=2N(C=C(N2)C(F)(F)F)C(C)C)[N+](=O)[O-]